Cl.FC1=CN=C(C2=CC=C(C=C12)F)C(C)(C)N 2-(4,6-difluoroisoquinolin-1-yl)propan-2-amine hydrochloride